NC=1C=2N(C3=CC(=CC=C3N1)C(=O)N([C@@H]1CCC3=CC(=CC=C13)C(F)(F)F)C)C=NC2 (R)-4-amino-N-methyl-N-(5-(trifluoromethyl)-2,3-dihydro-1H-inden-1-yl)imidazo[1,5-a]quinoxaline-8-carboxamide